5-((tert-Butyldiphenylsilyl)oxy)-2-oxooctahydropentalene-1-carboxylic acid methyl ester COC(=O)C1C(CC2CC(CC12)O[Si](C1=CC=CC=C1)(C1=CC=CC=C1)C(C)(C)C)=O